C(\C=C\C(=O)O)(=O)O.C(C)N(C(C1=C(C=CC(=C1)F)OC1=C(N=CN=N1)N1CC2(CN(C2)[C@H](C(C)C)C[C@@H](CN(C)C(C)C)O)CC1)=O)C(C)C N-ethyl-5-fluoro-2-((5-(2-((3S,5S)-5-hydroxy-6-(isopropyl-(methyl)amino)-2-methylhex-3-yl)-2,6-diazaspiro[3.4]oct-6-yl)-1,2,4-triazin-6-yl)oxy)-N-isopropylbenzamide fumarate